C1(CCCC1)CC=1NC(=NN1)C(=O)NC1=NC=CC(=C1)C1=C(C=CC(=C1)OCC(C)(C)O)C(F)(F)F 5-(cyclopentylmethyl)-N-(4-(5-(2-hydroxyl-2-methylpropoxy)-2-(trifluoromethyl)phenyl)pyridin-2-yl)-4H-1,2,4-triazole-3-carboxamide